ClC1=C(C=CC=C1)C1=C(C(=NC2=CC(=CC=C12)N1C(=NC=C1)C)N1CC2(CN(C2)C(C=C)=O)CC1)C 1-(6-(4-(2-chlorophenyl)-3-methyl-7-(2-methyl-1H-imidazol-1-yl)-2-quinolinyl)-2,6-diazaspiro[3.4]octan-2-yl)-2-propen-1-one